4-methyl-5-(3-methylpiperazin-2-yl)isobenzofuran-1(3H)-one CC1=C2COC(C2=CC=C1C1NCCNC1C)=O